NC=1N=CC=C2C=CC(=NC12)C=1C=C(C=CC1)C#C[C@@](C)(O)C=1OC(=NN1)C (R)-4-[3-(8-amino-1,7-naphthyridin-2-yl)phenyl]-2-(5-methyl-1,3,4-oxadiazole-2-yl)but-3-yn-2-ol